The molecule is a member of the class the class of benzamides that is benzamide substituted by a propyl group at the N atom. Metabolite observed in cancer metabolism. It has a role as a human metabolite. It derives from a benzamide. CCCNC(=O)C1=CC=CC=C1